ClC=1C=C(C=CC1Cl)CC(=O)N (3,4-dichlorophenyl)acetamide